laurylmonomethylammonium chloride [Cl-].C(CCCCCCCCCCC)[NH2+]C